acryloyloxypentyl phosphorothioate P(OCCCCCOC(C=C)=O)([O-])([O-])=S